C(C)(C)O[C@@H]1C[C@H](N(C1)C(CNC(CCCOC1=CC=CC=C1)=O)=O)C(=O)O (2S,4R)-4-isopropoxy-1-[2-(4-phenoxybutanamido)acetyl]pyrrolidine-2-carboxylic acid